6-[(1S,4S)-2,5-diazabicyclo[2.2.2]octan-2-yl]-N-(2-fluoro-3-methyl-phenyl)pyrido[3,2-d]pyrimidin-4-amine [C@@H]12N(C[C@@H](NC1)CC2)C=2C=CC=1N=CN=C(C1N2)NC2=C(C(=CC=C2)C)F